BrC=1SC(=CC1CN(C)C)Br 1-(2,5-Dibromothiophen-3-yl)-N,N-dimethyl-methylamine